(5R)-5-methyl-2-(6-propan-2-ylpyridin-3-yl)-N-[(3S)-9-fluoro-2-oxo-5-phenyl-1,3-dihydro-1,4-benzodiazepine-3-yl]-6,7-dihydro-5H-pyrazolo[5,1-b][1,3]Oxazine-3-carboxamide C[C@@H]1CCN2C(O1)=C(C(=N2)C=2C=NC(=CC2)C(C)C)C(=O)N[C@@H]2C(NC1=C(C(=N2)C2=CC=CC=C2)C=CC=C1F)=O